(5-aminomethyl-6-methoxy-pyrazin-2-yl)-carbamic acid tert-butyl ester C(C)(C)(C)OC(NC1=NC(=C(N=C1)CN)OC)=O